C(C)(C)(C)C1=C(C=C(C=C1)NC(CC1=CC=C(C=C1)COC)=O)F N-(4-(tert-butyl)-3-fluorophenyl)-2-(4-(methoxymethyl)phenyl)acetamide